O=C1C=C(N=CN1C[C@@H]1CCN(CC12CCCC2)C(=O)N2[C@@H](C[C@@H](CC2)C(=O)O)C2=CC=CC=C2)C2=CC=CC=C2 (2S,4R)-1-((R)-10-((6-Oxo-4-phenylpyrimidin-1(6H)-yl)methyl)-7-azaspiro[4.5]decane-7-carbonyl)-2-phenylpiperidine-4-carboxylic acid